N1C(C=NC=C1)=O 1,4-diazinone